C(C)(=O)N1CC2C(C2C1)C(=O)NC=1N=CC2=C(N=C(C=C2C1)C=1C=NC=CC1C)N exo-3-acetyl-N-[8-amino-6-(4-methyl-3-pyridyl)-2,7-naphthyridin-3-yl]-3-azabicyclo[3.1.0]Hexane-6-carboxamide